C(C1=CC=CC=C1)N1C2=NC=NC(=C2N=C1C1=C(C=C(OCCCN2C(CN(CC2)C(=O)OC(C)(C)C)=O)C=C1)Cl)OC1(CC1)C tert-butyl 4-(3-(4-(9-benzyl-6-(1-methylcyclopropoxy)-9H-purin-8-yl)-3-chlorophenoxy)propyl)-3-oxopiperazine-1-carboxylate